C12CCC(CC1)N2C2=NC(=CC1=C2N=C(N=C1)NC1=NC=2CCN(CC2C=C1)C(=O)[C@@H]1N(CCC1)C)C1COC1 [2-[[8-(7-azabicyclo[2.2.1]heptan-7-yl)-6-(oxetan-3-yl)pyrido[3,4-d]pyrimidin-2-yl]amino]-7,8-dihydro-5H-1,6-naphthyridin-6-yl]-[(2R)-1-methylpyrrolidin-2-yl]methanone